BrC1=CC2=C(C=N1)C(=CN2)C=O 6-BROMO-1H-PYRROLO[3,2-C]PYRIDINE-3-CARBALDEHYDE